2-(2,6-dioxopiperidin-3-yl)-5-(((R)-1-(piperidin-4-ylmethyl)piperidin-3-yl)amino)isoindoline-1,3-dione O=C1NC(CCC1N1C(C2=CC=C(C=C2C1=O)N[C@H]1CN(CCC1)CC1CCNCC1)=O)=O